4-(7-methoxy-2-methyl-4-(((2,4,6-triisopropylphenyl)sulfonyl)oxy)quinazolin-6-yl)piperidine methyl-1-phenethyl-1H-pyrazolo[4,3-b]pyridine-5-carboxylate COC(=O)C1=CC=C2C(=N1)C=NN2CCC2=CC=CC=C2.COC2=C(C=C1C(=NC(=NC1=C2)C)OS(=O)(=O)C2=C(C=C(C=C2C(C)C)C(C)C)C(C)C)C2CCNCC2